1,3-bis(hydrazinocarbonylethyl)-5-isopropyl-hydantoin N(N)C(=O)CCN1C(=O)N(C(=O)C1C(C)C)CCC(=O)NN